3-(4-chlorophenyl)-3-(2-methoxymethoxy-5-methylphenyl)-acrylic acid ClC1=CC=C(C=C1)C(=CC(=O)O)C1=C(C=CC(=C1)C)OCOC